C(C)NS(=O)(=O)C=1SC=CC1 N-ethyl-2-thiophenesulfonamide